FC(F)(F)N1N=CN=C1 (trifluoromethyl)-1H-1,2,4-triazol